CC12C(=O)OC(C1CCCC2)=O methylhexahydrophthalic acid (anhydride)